C(C=C)C1=CC(=C(C(=C1)C1=CC2=C(NC(=N2)C)C=C1)C(C)(C)O)F 2-(4-allyl-2-fluoro-6-(2-methyl-1H-benzimidazol-5-yl)phenyl)propan-2-ol